C(C1CCC(CC1)N=C=O)C1CCC(CC1)N=C=O 4,4'-Methylenebis(cyclohexyl) isocyanate